tert-butyl 4-((4-hydroxy-2-(4-(methoxycarbonyl) phenyl) piperidin-1-yl) methyl)-5-methoxy-7-methyl-1H-indole-1-carboxylate OC1CC(N(CC1)CC1=C2C=CN(C2=C(C=C1OC)C)C(=O)OC(C)(C)C)C1=CC=C(C=C1)C(=O)OC